The molecule is a organic heterohexacyclic compound and diterpene alkaloid isolated from Aconitum anthora. In solution, it is a 2:1 mixture of readily interconvertible epimers at position 20 (the carbon attached to both the nitrogen and an oxygen atom). It has a role as a plant metabolite. It is a diterpene alkaloid, a terpene alkaloid fundamental parent, an organic heterohexacyclic compound and a secondary alcohol. C[C@@]12CCC[C@@]3([C@@H]1CC[C@]45[C@H]3C[C@H](CC4)C(=C)[C@H]5O)C6N(C2)CCO6